2-([1,1':4',1'':5'',1'''-quaternaphthalen]-5-yl)-4,4,5,5-tetramethyl-1,3,2-dioxaborolane C1(=CC=CC2=C(C=CC=C12)B1OC(C(O1)(C)C)(C)C)C1=CC=C(C2=CC=CC=C12)C1=CC=CC=2C(=CC=CC12)C1=CC=CC2=CC=CC=C12